OCC(CO)(CO)NCC 1-((1,3-dihydroxyl-2-(hydroxymethyl)propane-2-ylamino)methyl)methane